N-(2-methylpropyl)-amide CC(C[NH-])C